CON(C(COC1CCN(CC1)C(=O)OC(C)(C)C)=O)C tert-butyl 4-(2-(methoxy(methyl)amino)-2-oxoethoxy)piperidine-1-carboxylate